O1CCC(CC1)/C=C/C(=O)OC methyl (E)-3-(tetrahydro-2H-pyran-4-yl)acrylate